[Bi]=O Bismuth oxid